7-(7-(8-ethynyl-7-fluoro-3-hydroxynaphthalen-1-yl)-8-fluoro-2-(((2r,7as)-2-fluorohexahydro-1H-pyrrolizin-7a-yl)methoxy)pyrido[4,3-d]pyrimidin-4-yl)-2,7-diazaspiro[4.5]decan-3-one C(#C)C=1C(=CC=C2C=C(C=C(C12)C1=C(C=2N=C(N=C(C2C=N1)N1CC2(CC(NC2)=O)CCC1)OC[C@]12CCCN2C[C@@H](C1)F)F)O)F